tert-butyl 4-[2-chloro-3-cyclopropyl-6-[(diethylcarbamoyl)oxy]phenyl]piperidine-1-carboxylate ClC1=C(C(=CC=C1C1CC1)OC(N(CC)CC)=O)C1CCN(CC1)C(=O)OC(C)(C)C